ClC=1C=CC=2N=CN=C(C2N1)NC1=C(C(=C(C=C1)OC1=CC2=C(N(C=N2)C)C=C1)C)F 6-chloro-N-{2-fluoro-3-methyl-4-[(1-methyl-1,3-benzodiazol-5-yl)oxy]phenyl}pyrido[3,2-d]pyrimidin-4-amine